C(C)(C)(C)OC(=O)N1CC2(CC2)C(C1CC1=C(C(=CC=C1)Br)OC)N 7-amino-6-(3-bromo-2-methoxybenzyl)-5-azaspiro[2.4]heptane-5-carboxylic acid tert-butyl ester